O[C@@H]1[C@H](S([C@H]([C@@H]1O)N1C2=NC(=NC(=C2N=C1)NCC1=NC=CC=C1)C=1C=NC=C(C1)OC)(=O)=O)C(=O)NC (2S,3S,4R,5R)-3,4-dihydroxyl-5-(2-(5-methoxypyridin-3-yl)-6-((pyridin-2-ylmethyl)amino)-9H-purin-9-yl)-N-methyltetrahydrothiophen-2-formamide 1,1-dioxide